C(C)(C)(C)C1N(CC12CNC2)C(=O)OC(COC2=C(C=CC=C2)C2=CC=CC=C2)CN2C(=NC=C2)CCCCCCCCCCC 1-[([1,1'-biphenyl]-2-yl)oxy]-3-(2-undecyl-1H-imidazol-1-yl)propan-2-ol tert-butyl-2,6-diazaspiro[3.3]heptane-2-carboxylate